N-[(1S)-1-[5-(5-fluoro-2-methoxypyridin-4-yl)-1H-imidazol-2-yl]-7-(1,3-oxazol-2-yl)-7-oxoheptyl]-1-methylazetidine-3-carboxamide FC=1C(=CC(=NC1)OC)C1=CN=C(N1)[C@H](CCCCCC(=O)C=1OC=CN1)NC(=O)C1CN(C1)C